(2R,3S)-3-(3,3-difluorobutyl)-2-fluoro-5-(3-fluorophenyl)-8-hydroxy-7-(trifluoromethyl)-2,3,4,5-tetrahydrobenzo[b][1,4]thiazepine 1,1-dioxide FC(CC[C@H]1CN(C2=C(S([C@H]1F)(=O)=O)C=C(C(=C2)C(F)(F)F)O)C2=CC(=CC=C2)F)(C)F